C(C)OC1=C(OC=2C=C(C=NC2)C2=CN=CC(=N2)NC(CCC2=CC=CC=C2)=O)C=CC=C1 N-(6-(5-(2-ethoxyphenoxy)pyridin-3-yl)pyrazin-2-yl)-3-phenylpropanamide